ClC=1C=C(C=CC1OCC1=NC(=CC=C1)C(C)C)NC1=C(C=NC2=CC(=C(C=C12)NC(\C=C\CN(C)C)=O)OCC)C#N (E)-N-(4-((3-chloro-4-((6-isopropylpyridin-2-yl)methoxy)phenyl)amino)-3-cyano-7-ethoxyquinolin-6-yl)-4-(dimethylamino)but-2-enamide